Cl.S1C2=C(C=C1CC[C@]1(CN(CC1)C(C)(C)C=1C=CC(=NC1)C)COCC)CCC2 (S)-5-(2-(3-(2-(5,6-dihydro-4H-cyclopenta[b]thiophen-2-yl)ethyl)-3-(ethoxy-methyl)pyrrolidin-1-yl)propan-2-yl)-2-methylpyridine HCl